S=S=O thiosulfoxide